C(CC)C1SCCN1 2-propyl-1,3-thiazolidine